N1(CCC1)C1=C(C=CC=C1)C1CCN(CC1)C1=NC(=NC2=CC=C(C=C12)N(CCO)C)C1(CC1)C 2-{[4-[4-(2-azetidin-1-yl-phenyl)-piperidin-1-yl]-2-(1-methyl-cyclopropyl)-quinazolin-6-yl]-methyl-amino}-ethanol